2-(3,3,3-trifluoroprop-1-en-2-yl)-1,3,2-dioxaborinane FC(C(=C)B1OCCCO1)(F)F